3-[2-[4-(3,8-dichloro-4-oxo-chromen-2-yl)phenoxy]ethoxy]cyclobutanecarboxylic acid ClC1=C(OC2=C(C=CC=C2C1=O)Cl)C1=CC=C(OCCOC2CC(C2)C(=O)O)C=C1